ClC1=C(N(N=C1)C(C)C)C=1C=C(C=CC1OC)NC(=O)NC1=CC=C(C=C1)Cl 1-[3-(4-Chloro-2-isopropyl-2H-pyrazol-3-yl)-4-methoxyphenyl]-3-(4-chloro-phenyl)-urea